2,2,3,3-tetrafluoro-4-iodobutan-1-ol FC(CO)(C(CI)(F)F)F